C1(CCCC1)CCNC(=O)C=1C(=NC(=CC1C)N1CCOCC1)SCC N-(2-Cyclopentyl-ethyl)-2-ethylsulfanyl-4-methyl-6-morpholin-4-yl-pyridine-3-carboxylic acid amide